CC(C[Si](C1=CC=CC=C1)(C1=CC=CC=C1)C1=CC=CC=C1)=C (2-methyl-allyl)-triphenyl-silane